BrC=1C(N2N(C(C1Br)=O)CC(C2)C(=O)NCCCC(NC2=NC=1C=CC=CC1C1=C2N=C(S1)CCC)=O)=O 6,7-dibromo-5,8-dioxo-N-[4-oxo-4-[(2-propylthiazolo[4,5-c]quinolin-4-yl)amino]butyl]-2,3-dihydro-1H-pyrazolo[1,2-a]pyridazine-2-carboxamide